N-(4'-Methoxy-[1,1'-biphenyl]-3-yl)-N-methyl-8-(prop-1-yn-1-yl)-[1,2,4]triazolo[4,3-a]quinazolin-5-amine COC1=CC=C(C=C1)C1=CC(=CC=C1)N(C1=NC=2N(C3=CC(=CC=C13)C#CC)C=NN2)C